BrC1=CC=C2C(=NN(C2=C1)C(F)(F)F)C 6-bromo-3-methyl-1-(trifluoromethyl)-1H-indazole